4,6-di-tertiary butyl-2-cresol C(C)(C)(C)C=1C=C(C(=C(C1)C(C)(C)C)O)C